N-(4-(4-amino-5-(2-fluoro-4-((1-oxotetrahydro-1λ6-thiophene-1-ylidene)amino)phenyl)-7-methyl-7H-pyrrolo[2,3-d]pyrimidin-6-yl)-3-fluorophenyl)methacrylamide NC=1C2=C(N=CN1)N(C(=C2C2=C(C=C(C=C2)N=S2(CCCC2)=O)F)C2=C(C=C(C=C2)NC(C(=C)C)=O)F)C